3-phenyl-5-chloro-2,1-benzisoxazole C1(=CC=CC=C1)C=1ON=C2C1C=C(C=C2)Cl